C(C)NC1CC1 N-ethylcyclopropanamine